C(C)(C)C1N2C(C3=CC(=C(C=C3C1)OCCCOC)C=1SC(=CN1)C1=CC=CC=C1)=CC(C(=C2)C(=O)O)=O 6-isopropyl-9-(3-methoxypropoxy)-2-oxo-10-(5-phenylthiazol-2-yl)-6,7-dihydro-2H-pyrido[2,1-a]isoquinoline-3-carboxylic acid